OCCN(C1=CC=C(C=C1)/C=C/C(=O)C1=CC=C(C=C1)NC(=O)C=1OC(=CC1)C1=CC(=CC=C1)[N+](=O)[O-])C N-[4-[(E)-3-[4-[2-Hydroxyethyl(methyl)amino]phenyl]prop-2-enoyl]phenyl]-5-(3-nitrophenyl)furan-2-carboxamide